3-morpholinopropane-1,2-diol O1CCN(CC1)CC(CO)O